rac-N-((1R,3R)-3-aminocyclopentyl)-4-((3-(2,3-difluoro-4-methoxyphenyl)imidazo[1,2-a]pyrazin-8-yl)amino)-2-methylbenzamide N[C@H]1C[C@@H](CC1)NC(C1=C(C=C(C=C1)NC=1C=2N(C=CN1)C(=CN2)C2=C(C(=C(C=C2)OC)F)F)C)=O |r|